2-((2r,6s)-4-(2-methoxyethyl)-2,6-dimethylpiperazin-1-yl)benzo[d]oxazol-6-amine COCCN1C[C@H](N([C@H](C1)C)C=1OC2=C(N1)C=CC(=C2)N)C